(2-chloro-4-nitrophenyl)-1,3,4-thiadiazole-2-amine ClC1=C(C=CC(=C1)[N+](=O)[O-])C1=NN=C(S1)N